FC(OC1=CC=C(C=C1)N1C(N(CC2=C1C=C(C=N2)NCC(F)(F)F)C2=CC1=CN(N=C1C=C2)C)=O)F 1-(4-(difluoromethoxy)phenyl)-3-(2-methyl-2H-indazol-5-yl)-7-((2,2,2-trifluoroethyl)amino)-3,4-dihydropyrido[3,2-d]pyrimidin-2(1H)-one